3-(1-benzyl-4,4-difluoro-5-methyl-3-piperidinyl)propionitrile C(C1=CC=CC=C1)N1CC(C(C(C1)C)(F)F)CCC#N